CN1C(=C(C=2C1=NC(=CC2)C)C=C)C(=O)OCC ethyl 1,6-dimethyl-3-vinyl-1H-pyrrolo[2,3-b]pyridine-2-carboxylate